5-(4-bromo-2-fluorophenoxy)-1,3-dimethylpyrazole BrC1=CC(=C(OC2=CC(=NN2C)C)C=C1)F